C(C1=CC=CC=C1)OC1=CC=C(CNC(=S)NC)C=C1 1-(4-benzyloxy-benzyl)-3-methyl-thiourea